(R)-6-(1-aminoethyl)pyridine-3-sulfonamide HCl Cl.N[C@H](C)C1=CC=C(C=N1)S(=O)(=O)N